sodium 9-ethyl-16-mercapto-12-methylhexadecane-1-sulfonate C(C)C(CCCCCCCCS(=O)(=O)[O-])CCC(CCCCS)C.[Na+]